2-methyl-9,10-dibutoxymethyl-anthracene CC1=CC2=C(C3=CC=CC=C3C(=C2C=C1)COCCCC)COCCCC